FC=1C(=CC=2C3=C(NC(C2C1)=O)COCC3N(C(=O)C=3NC1=CC(=CC(=C1C3)N[S@@](=O)C)F)C)F (S)-N-(8,9-difluoro-6-oxo-1,4,5,6-tetrahydro-2H-pyrano[3,4-c]isoquinolin-1-yl)-6-fluoro-N-methyl-4-(methylsulphinylamino)-1H-indole-2-carboxamide